C(C)(C)(C)OC(=O)NC(CCC(CCC(C(=O)OC)(C)C1=CC(=CC=C1)I)C)C(=O)OC Dimethyl 8-((tert-butoxycarbonyl)amino)-2-(3-iodophenyl)-2,5-dimethylnonanedioate